C(CCC)[O-].C(CCC)[O-].C(CCC)[O-].C(CCC)[O-].[Ti+4] Titanium tetra-n-butanolate